1-(3,5-diisopropyl-[1,1'-biphenyl]-4-yl)-2-(8-(methyl-d3)phenanthro[3,2-b]benzofuran-11-yl)-1H-benzo[d]imidazole C(C)(C)C=1C=C(C=C(C1N1C(=NC2=C1C=CC=C2)C2=CC=C(C=1C3=C(OC12)C=C1C2=CC=CC=C2C=CC1=C3)C([2H])([2H])[2H])C(C)C)C3=CC=CC=C3